C(C=1C(C(=O)OC(CCCCCC)CCC)=CC=CC1)(=O)OC(CCCCCC)CCC di(propyl heptyl) phthalate